C(C)C=1CC2=C(C3=CC=CC=C3C(=C2CC1)OC(C)=O)OC(C=C)=O 2-ethyl-9-acryloyloxy-10-acetoxy-1,4-dihydroanthracene